C1(CC1)OC=1C=C(C(=O)O)C=CC1N(C(CN(S(=O)(=O)C1=C(C(=C(C(=C1F)F)F)F)F)CC1=C(C=CC=C1)C(F)(F)F)=O)CC1=CC(=CC(=C1)C1CC1)C1CC1 3-cyclopropoxy-4-(N-(3,5-dicyclopropylbenzyl)-2-(N-(2-(trifluoromethyl)benzyl)-(2,3,4,5,6-pentafluoro-phenyl)sulfonamido)acetamido)benzoic acid